1-(2,4,5-trifluoro-3-(3-morpholinoquinoxaline-6-carbonyl)phenyl)-3-(3-(trifluoromethyl)phenyl)urea FC1=C(C=C(C(=C1C(=O)C=1C=C2N=C(C=NC2=CC1)N1CCOCC1)F)F)NC(=O)NC1=CC(=CC=C1)C(F)(F)F